N-tetradecyl-N,N-dimethyl-hydroxyethyl-ammonium bromide [Br-].C(CCCCCCCCCCCCC)[N+](C)(C)CCO